naphthalen-1-yl (3S)-3-{[4-(aminomethyl)-3-methoxybenzyl]carbamoyl}-4-[N-(2-benzyl-2-azaspiro[4.5]dec-8-yl)-3-cyclohexyl-D-alanyl]piperazine-1-carboxylate NCC1=C(C=C(CNC(=O)[C@@H]2CN(CCN2C([C@H](NC2CCC3(CCN(C3)CC3=CC=CC=C3)CC2)CC2CCCCC2)=O)C(=O)OC2=CC=CC3=CC=CC=C23)C=C1)OC